[C@@H]1([C@@H](O)[C@H](O)[C@H](O1)CO)N1C=2N=C(NC(C2N=C1)=O)N 9-(β-D-Arabinofuranosyl)guanine